1,4,6,7-tetrahydro-5H-pyrazolo[4,3-c]pyridine N1N=CC=2CNCCC21